7-fluoro-1h,2h,3h,4h,6h,7h,12bh-indolo[2,3-a]quinolizin-4-one FC1C2=C(C3CCCC(N3C1)=O)NC1=CC=CC=C12